NC1=C(C=C(OC2=C3C=CC(NC3=NC=C2)=O)C=C1)SC 5-(4-amino-3-(methylthio)phenoxy)-1,8-naphthyridin-2(1H)-one